NC1=C(C=C(C#N)C=C1[N+](=O)[O-])Br 4-amino-3-bromo-5-nitrobenzonitrile